CC1=NOC(=C1C1=CC2=C(N(C(=N2)[C@H]2NC(COCC2)=O)[C@@H]2CC[C@H](CC2)OC)C=C1)C (S)-5-(5-(3,5-dimethylisoxazol-4-yl)-1-((trans)-4-methoxycyclohexyl)-1H-benzo[d]imidazol-2-yl)-1,4-oxazepan-3-one